FC(C=CF)(F)F 1,1,1,3-tetrafluoropropene